5-iso-butyl-2(5H)-furanone C(C(C)C)C1C=CC(O1)=O